O1C(CCCC1)OCCCOC[C@@H]1[C@H](C1)CO ((1S,2S)-2-((3-((tetrahydro-2H-pyran-2-yl)oxy)propoxy)methyl)cyclopropyl)methanol